[Si](C)(C)(C(C)(C)C)C#CC1=CC(=C(C(=N1)C)C1=C(C2=C(N=CN=C2N)N1C)C1=CC(=C(C=C1)OC1=NC=CC(=C1)C)F)C 6-{6-[2-(tert-butyldimethylsilyl)ethynyl]-2,4-dimethylpyridin-3-yl}-5-{3-fluoro-4-[(4-methylpyridin-2-yl)oxy]phenyl}-7-methyl-7H-pyrrolo[2,3-d]pyrimidin-4-amine